BrC=1C(=C2C(N(C=NC2=CC1)CC(F)(F)F)=O)C 6-bromo-5-methyl-3-(2,2,2-trifluoroethyl)quinazolin-4(3H)-one